N1=NC(=CC=C1)C1CCC(CC1)NC(OC(C)(C)C)=O tert-butyl (4-(pyridazin-3-yl)cyclohexyl)carbamate